NC=1C2=C(N=CN1)N(C(=C2C2=CC=C(C=C2)C(=O)N2CCOCC2)C2=CC=C(C=C2)NC(C(=C)C)=O)C N-(4-(4-amino-7-methyl-5-(4-(morpholine-4-carbonyl)phenyl)-7H-pyrrolo[2,3-d]pyrimidin-6-yl)phenyl)methacrylamide